1-(4-(3-((3-(4-(benzyloxy)phenyl)propyl)(ethyl)amino)propyl)phenyl)-3-phenylurea C(C1=CC=CC=C1)OC1=CC=C(C=C1)CCCN(CCCC1=CC=C(C=C1)NC(=O)NC1=CC=CC=C1)CC